(3S,4S)-8-(8-((2-amino-5-chloropyridin-4-yl)thio)imidazo[1,2-c]pyrimidin-5-yl)-3-methyl-2-oxa-8-azaspiro[4.5]decan-4-amine NC1=NC=C(C(=C1)SC=1C=2N(C(=NC1)N1CCC3([C@@H]([C@@H](OC3)C)N)CC1)C=CN2)Cl